CC1(NC2=CC=C(C=C2C(C1)C)NC1=CC=CC=C1)C 2,2,4-trimethyl-N-phenyl-1,2,3,4-tetrahydroquinolin-6-amine